N(C1=CC=CC=C1)C1=C(NC2=C1C(N(C[C@@H]2CC(F)(F)F)C)=O)C2=CC(=NC=C2)NC(CC2=CC=C(C=C2)F)=O N-{4-[(7S)-3-Anilino-5-methyl-4-oxo-7-(2,2,2-trifluoroethyl)-4,5,6,7-tetrahydro-1H-pyrrolo[3,2-c]pyridin-2-yl]pyridin-2-yl}-2-(4-fluorophenyl)acetamid